C1(CC1)[C@@H](C)NC1=NN2C(C=N1)=C(C=C2)C=2C=NC=1N(C2)C(=CN1)C (R)-N-(1-cyclopropylethyl)-5-(3-methylimidazo[1,2-a]pyrimidin-6-yl)pyrrolo[2,1-f][1,2,4]triazin-2-amine